NCCOCCOCCOCCOCCOCCOCCOC1=CC=C(C=C1)NC(=O)C1=CC2=C(C(N(C=C2C2=C(C=CC(=C2)C(C)(C)O)OC2=C(C=C(C=C2C)F)C)C)=O)N1 N-{4-[(20-amino-3,6,9,12,15,18-hexaoxaicosan-1-yl)oxy]phenyl}-4-[2-(4-fluoro-2,6-dimethylphenoxy)-5-(2-hydroxypropan-2-yl)phenyl]-6-methyl-7-oxo-1H-pyrrolo[2,3-c]pyridine-2-carboxamide